C(C)OC(=O)C=1C=NN(C1)C1=C(C=CC(=C1)N)Cl 1-(5-amino-2-chlorophenyl)-1H-pyrazole-4-carboxylic acid ethyl ester